NC1=NC2=CC(=CC=C2C=C1C(F)(F)F)C[C@@H]1CC[C@]2([C@@H]1O[C@H]([C@@H]2O)N2C=CC1=C2N=CN=C1C)O (2R,3R,3aS,6S,6aR)-6-((2-amino-3-(trifluoromethyl)quinolin-7-yl)methyl)-2-(4-methyl-7H-pyrrolo[2,3-d]pyrimidin-7-yl)hexahydro-3aH-cyclopenta[b]furan-3,3a-diol